2-(4-(cyclobutylmethoxy)-2-(7-hydroxy-1-methyl-1H-pyrrolo[2,3-c]pyridine-3-carbonyl)phenyl)-N-methylethane-1-sulfonamide C1(CCC1)COC1=CC(=C(C=C1)CCS(=O)(=O)NC)C(=O)C1=CN(C2=C(N=CC=C21)O)C